C(C)(=O)N[C@H]1C(O)O[C@@H]([C@H]([C@@H]1O)O)CO 2-Acetamido-2-deoxy-D-glucopyranose